5'-methoxy-6'-((4-(3-phenylisoxazolidin-2-yl)-5-(trifluoromethyl)pyrimidin-2-yl)amino)spiro[Cyclopropane-1,3'-indolin]-2'-one COC=1C=C2C3(C(NC2=CC1NC1=NC=C(C(=N1)N1OCCC1C1=CC=CC=C1)C(F)(F)F)=O)CC3